O1CCN(CC1)C1=NC=CC2=C1C=C(N2COCC[Si](C)(C)C)C2=CC=C(N[C@H](C(F)(F)F)C1CCNCC1)C=C2 (S)-4-(4-morpholino-1-((2-(trimethylsilyl)ethoxy)methyl)-1H-pyrrolo[3,2-c]pyridin-2-yl)-N-(2,2,2-trifluoro-1-(piperidin-4-yl)ethyl)aniline